BrC=1C=C2CCCC(C2=CC1)=O 6-bromo-1,2,3,4-tetrahydronaphthalen-1-one